tert-butyl 4-methyl-3-(3-methyl-2-oxo-1H-benzimidazol-5-yl)piperazine-1-carboxylate CN1C(CN(CC1)C(=O)OC(C)(C)C)C1=CC2=C(NC(N2C)=O)C=C1